OC[C@H](C)N1C=NC2=C(C1=O)C=C(N=C2C=2C=NC=CC2)C2=CC=C(C=C2)OC(F)(F)F (S)-3-(1-hydroxypropan-2-yl)-8-(pyridin-3-yl)-6-(4-(trifluoromethoxy)phenyl)pyrido[3,4-d]pyrimidin-4(3H)-one